C(=O)(O)CNC(=O)OCC(COC(=O)NCC(=O)O)O 2-[[3-(carboxymethyl-carbamoyloxy)-2-hydroxy-propoxy]carbonylamino]acetic acid